FC(CC1OC1)(C(C(C(C(C(C(C(F)(F)F)(F)F)(F)F)(F)F)(F)F)(F)F)(F)F)F (2,2,3,3,4,4,5,5,6,6,7,7,8,8,9,9,9-heptadecafluorononyl)oxirane